2,5-dichloro-N-(2-(((R)-3-methyl-1-((1R,7R)-11-methyl-2,6-dioxo-9-phenyl-3,5-dioxa-9,11-diaza-4-borabicyclo[5.3.1]undecan-4-yl)butyl)amino)-2-oxoethyl)benzamide ClC1=C(C(=O)NCC(=O)N[C@@H](CC(C)C)B2OC([C@H]3CN(C[C@H](C(O2)=O)N3C)C3=CC=CC=C3)=O)C=C(C=C1)Cl